4-(4-(6-aminospiro[3.3]heptan-2-yl)-3-oxobutyl)benzamide hydrochloride Cl.NC1CC2(CC(C2)CC(CCC2=CC=C(C(=O)N)C=C2)=O)C1